N-hydroxy-3-oxo-4-((tetrahydro-2H-pyran-4-yl)methyl)-3,4-dihydro-2H-benzo[b][1,4]oxazine-6-carboxamide ONC(=O)C1=CC2=C(OCC(N2CC2CCOCC2)=O)C=C1